Tert-butyl N-[4-[[4-[4-(2,6-dibenzyloxy-3-pyridyl)-2-methoxy-phenyl]piperazin-1-yl]methyl]cyclohexyl]carbamate C(C1=CC=CC=C1)OC1=NC(=CC=C1C1=CC(=C(C=C1)N1CCN(CC1)CC1CCC(CC1)NC(OC(C)(C)C)=O)OC)OCC1=CC=CC=C1